(R,E)-N-(1-(3,4-dimethoxyphenyl)ethyl)-3-(5-((1,1-dioxidotetrahydro-2H-thiopyran-4-yl)oxy)-1H-pyrrolo[2,3-b]pyridin-3-yl)acrylamide COC=1C=C(C=CC1OC)[C@@H](C)NC(\C=C\C1=CNC2=NC=C(C=C21)OC2CCS(CC2)(=O)=O)=O